C1(=CC=CC=C1)N1CC2CCCCC2CC1 2-phenyldecahydroisoquinoline